CC1(OCC(CO1)(C)C1=C(C=CC(=C1)O)C1=CC=CC=C1)C (2,2,5-trimethyl-1,3-dioxane-5-yl)-(1,1'-biphenyl)-4-ol